4-amino-3-(2-chloroacetyl)-2,6-dimethylbenzonitrile NC1=C(C(=C(C#N)C(=C1)C)C)C(CCl)=O